6-(7,8-dimethyl-[1,2,4]triazolo[4,3-b]pyridazin-6-yl)-3-(2-fluorobenzyl)-5,6,7,8-tetrahydro-1,6-naphthyridine CC1=C(C=2N(N=C1N1CC=3C=C(C=NC3CC1)CC1=C(C=CC=C1)F)C=NN2)C